(2S,4S)-4-hydroxy-1-methylpyrrolidine-2-carboxylic acid O[C@H]1C[C@H](N(C1)C)C(=O)O